FC1=C(C=CC(=C1)N1CCC(CC1)N1CCCC1)N1C(=NC(=C1)C1=NC(=NC=C1C(F)(F)F)NC1CCN(CC1)S(=O)(=O)C)C 4-(1-(2-Fluoro-4-(4-(pyrrolidin-1-yl)piperidin-1-yl)phenyl)-2-methyl-1H-imidazol-4-yl)-N-(1-(methylsulfonyl)piperidin-4-yl)-5-(trifluoromethyl)pyrimidin-2-amine